1-(t-butyl) 2-methyl (2R,4S)-4-methoxypyrrolidin-1,2-dicarboxylate CO[C@H]1C[C@@H](N(C1)C(=O)OC(C)(C)C)C(=O)OC